CN1C=NC2=NC=NC2=C1 N-methyl-purine